C(N)(OC1=CC2=C(C(=C(CCC2)C2=C(C=C(C=C2)C)Cl)C2=CC=C(C=C2)O[C@@H]2CN(CC2)CCCF)C=C1)=O (S)-(8-(2-chloro-4-methylphenyl)-9-(4-((1-(3-fluoropropyl) pyrrolidin-3-yl) oxy) phenyl)-6,7-dihydro-5H-benzo[7]annulen-3-yl) carbamate